6-(5-chloro-3-ethylsulfonyl-pyrazolo[1,5-a]pyridin-2-yl)-2,2-difluoro-5H-[1,3]dioxolo[4,5-f]isoindol-7-one ClC1=CC=2N(C=C1)N=C(C2S(=O)(=O)CC)N2CC=1C=C3C(=CC1C2=O)OC(O3)(F)F